C(C)(C)(C)OC([C@@H](NC(=O)OCC1=CC=CC=2C3=CC=CC=C3CC12)CC(=O)O)=O (Fluorenylmethoxycarbonyl)-aspartic acid tert-butyl ester